FC1=C(C(=CC(=C1)C1=NC(=CC=C1)SC(C)C)F)N1CC(CCC1)CC(=O)O 2-[1-[2,6-difluoro-4-(6-isopropylthio-2-pyridinyl)phenyl]-3-piperidinyl]acetic acid